1α,2β-Dihydroxy-3α-dimethylaminoandrost-4-en O[C@H]1[C@@H]([C@H](C=C2CC[C@H]3[C@@H]4CCC[C@@]4(C)CC[C@@H]3[C@@]12C)N(C)C)O